methyl ((5-(5-(difluoromethyl)-1,3,4-oxadiazol-2-yl)thiazol-2-yl)methyl)(pyridin-3-yl)carbamate FC(C1=NN=C(O1)C1=CN=C(S1)CN(C(OC)=O)C=1C=NC=CC1)F